2-(tert-butylamino)-4-(methylthio)pyrimidine-5-carboxamide C(C)(C)(C)NC1=NC=C(C(=N1)SC)C(=O)N